6-chloro-5-cyclopropyl-1-methylpyridin-2(1H)-one ClC1=C(C=CC(N1C)=O)C1CC1